C(C)C1=C(C=CC=C1N1C([C@@H](CC1)O)=O)S(=O)(=O)Cl 2-ethyl-3-[(3R)-3-hydroxy-2-oxopyrrolidin-1-yl]benzene-1-sulfonyl chloride